5-(tert-butyl)-2-hydroxy-isophthalaldehyde C(C)(C)(C)C=1C=C(C(=C(C=O)C1)O)C=O